2,2-bis(4,4-bis(t-butylperoxy)cyclohexyl)propane C(C)(C)(C)OOC1(CCC(CC1)C(C)(C)C1CCC(CC1)(OOC(C)(C)C)OOC(C)(C)C)OOC(C)(C)C